Cl.FC=1C(=CC2=C(C=NC(CO2)C(C)C)C1)OC 7-fluoro-3-isopropyl-8-methoxy-2,3-dihydro-1,4-benzoxazepine, hydrochloride salt